2-[1-[3,6-dimethyl-4-oxo-2-(1-piperidyl)quinazolin-8-yl]ethylamino]-N-methoxy-benzamide CN1C(=NC2=C(C=C(C=C2C1=O)C)C(C)NC1=C(C(=O)NOC)C=CC=C1)N1CCCCC1